tert-butyl (S)-3-((R)-2-amino-1-hydroxyethyl)-3,4-dihydroisoquinoline-2(1H)-carboxylate NC[C@@H](O)[C@H]1N(CC2=CC=CC=C2C1)C(=O)OC(C)(C)C